(S)-N'-(1H-benzimidazole-2-ylmethyl)-N'-(5,6,7,8-tetrahydroquinoline-8-yl)butane-1,4-diamine N1C(=NC2=C1C=CC=C2)CN(CCCCN)[C@H]2CCCC=1C=CC=NC21